C(CS)S.[Co] cobalt 1,2-ethanedithiol